6-(3-methoxypyrrolidin-1-yl)pyridin COC1CN(CC1)C1=CC=CC=N1